(1S)-6-chloro-1-(cyclohexylmethyl)-2-[4-(trifluoromethyl)pyrimidin-2-yl]-2,3,4,9-tetrahydro-1H-pyrido[3,4-b]indole ClC=1C=C2C3=C(NC2=CC1)[C@@H](N(CC3)C3=NC=CC(=N3)C(F)(F)F)CC3CCCCC3